ClC=1C=C(CNC2=NC(=NC3=CC=C(C=C23)C=2C(=NOC2C)C)C=2C=NN(C2)C(C#N)C)C=CC1 (4-(4-((3-chlorobenzyl)amino)-6-(3,5-dimethylisoxazol-4-yl)quinazolin-2-Yl)-1H-pyrazol-1-yl)propionitrile